1-(3,5-dihydro-2H-1,4-benzoxazepin-4-yl)-3,3-difluoro-2,2-dimethyl-propan-1-one O1CCN(CC2=C1C=CC=C2)C(C(C(F)F)(C)C)=O